((5-(1-benzyl-1H-pyrazol-4-yl)-2-methylphenyl)sulfonyl)morpholine C(C1=CC=CC=C1)N1N=CC(=C1)C=1C=CC(=C(C1)S(=O)(=O)N1CCOCC1)C